ClC=1C(=C(SC1C1=CC(=C(C=C1)F)NC1CC(N(CC1)S(=O)(=O)CC1=CC(=CC=C1)[N+](=O)[O-])(C)C)C(=O)OC(C)(C)C)OCC(=O)OCC tert-butyl 4-chloro-5-[3-[[2,2-dimethyl-1-[(3-nitrophenyl)methylsulfonyl]-4-piperidyl]amino]-4-fluoro-phenyl]-3-(2-ethoxy-2-oxo-ethoxy)thiophene-2-carboxylate